15E-SPIRO[NAPHTHALENE-1,22'-[20]OXA[13]THIA[1,14]DIAZATETRACYCLO[14.7.2.03,6.019,24]PENTACOSA[8,16,18,24]TETRAEN]-15'-ONE 13',13'-DIOXIDE N12CC3CCC3CC=CCCCS(NC(C3=CC=C(OCC4(C1)CC=CC1=CC=CC=C14)C2=C3)=O)(=O)=O